4-Amino-1-(1-methylisoquinolin-5-yl)-2-oxo-7-(trifluoromethyl)-1,2-dihydro-1,8-naphthyridine NC1=CC(N(C2=NC(=CC=C12)C(F)(F)F)C1=C2C=CN=C(C2=CC=C1)C)=O